ClC=1C=C2C(=CC1Cl)NC(C21CN(CC1)C1=NNC=C1)=O 5,6-dichloro-1'-(1H-pyrazol-3-yl)-1H-spiro[indole-3,3'-pyrrolidine]-2-one